5-(cyclopropyloxy)-4-methoxy-N,N-bis[(4-methoxyphenyl)methyl]pyrimidin-2-amine C1(CC1)OC=1C(=NC(=NC1)N(CC1=CC=C(C=C1)OC)CC1=CC=C(C=C1)OC)OC